FC(C=1C=C(C=C(C1)C(F)(F)F)NC(NC(C(=O)NC1=C(C=C(C=C1)F)F)C1=CC=C(C=C1)O)=O)(F)F 2-(3-(3,5-bis(trifluoromethyl)phenyl)ureido)-N-(2,4-difluorophenyl)-2-(4-hydroxyphenyl)acetamide